O=C1NC(CCC1N1C(C2=CC=C(C=C2C1=O)N1CCN(CC1)CC1(CCC(CC1)NC(OC(C)(C)C)=O)O)=O)=O tert-butyl N-[4-[[4-[2-(2,6-dioxo-3-piperidyl)-1,3-dioxo-isoindolin-5-yl]piperazin-1-yl]methyl]-4-hydroxy-cyclohexyl]carbamate